ClC1=CC(=C(C2=C1N(N=N2)C)C)[C@@H](CC(=O)OCC)C=2C=C(C1=C(C=CS1)C2)CN2CC1=C(C[C@@H](C2)CC)C=CC(=N1)O Ethyl (3S)-3-(7-chloro-1,4-dimethyl-1H-benzotriazol-5-yl)-3-(7-{[(6S)-6-ethyl-2-hydroxy-5,6,7,9-tetrahydro-8H-pyrido[2,3-c]azepin-8-yl]methyl}-1-benzothiophen-5-yl)propanoate